FC=1C=C(CNC2=NC(N3C(N4C(CS(CC4)=O)C3)=C2)=O)C=CC1F 7-((3,4-Difluorobenzyl)amino)-3,4,11,11a-tetrahydropyrimido[6',1':2,3]imidazo[5,1-c][1,4]thiazin-9(1H)-one 2-oxide